1-cyclopentyl-N-[(6S)-2,4-dimethyl-5-oxo-7,8-dihydro-6H-pyrazolo[1,5-a][1,3]diazepin-6-yl]pyrazolo[3,4-d]pyrimidine-6-carboxamide C1(CCCC1)N1N=CC=2C1=NC(=NC2)C(=O)N[C@@H]2C(N(C=1N(CC2)N=C(C1)C)C)=O